O(C1=CC=CC=C1)C=1C=C(C=C(C1)OC1=NC=C(C=C1C)[N+](=O)[O-])OC1=NC=C(C=C1C)[N+](=O)[O-] 2,2'-(5-phenoxy-1,3-phenylene)bis(oxy)bis(3-methyl-5-nitropyridine)